COC=1C=C(C=CC1)N1C(=C2C(N(N=CC2=C1C)C1=CC=C(C=C1)S(=O)(=O)C)=O)C 6-(3-methoxyphenyl)-5,7-dimethyl-2-(4-(methylsulfonyl)phenyl)-2,6-dihydro-1H-pyrrolo[3,4-d]pyridazin-1-one